2-[[1-[1-(2,6-dioxo-3-piperidyl)-3-methyl-2-oxo-benzimidazol-5-yl]-4-piperidyl]oxy]-N-[5-fluoro-7-hydroxy-6-(1,1,4-trioxo-1,2,5-thiadiazolidin-2-yl)-2-naphthyl]acetamide O=C1NC(CCC1N1C(N(C2=C1C=CC(=C2)N2CCC(CC2)OCC(=O)NC2=CC1=CC(=C(C(=C1C=C2)F)N2S(NC(C2)=O)(=O)=O)O)C)=O)=O